3-[(3R)-3-[[(benzyloxy)carbonyl]amino]-8-bromo-5-fluoro-3,4-dihydro-2H-1-benzopyran-7-yl]-3,8-diazabicyclo[3.2.1]octane-8-carboxylic acid tert-butyl ester C(C)(C)(C)OC(=O)N1C2CN(CC1CC2)C2=C(C1=C(C[C@H](CO1)NC(=O)OCC1=CC=CC=C1)C(=C2)F)Br